CYCLOHEXANECARBOXYLATE C1(CCCCC1)C(=O)[O-]